Cl.CN(CCNC(C1=CC(=CC=C1)C=1N(C(=CC1)C1=CC=C(C=C1)C(C)C)C1=C(C=CC=C1)C(F)(F)F)=O)C N-[2-(dimethylamino)ethyl]-3-[5-(4-isopropylphenyl)-1-[2-(trifluoromethyl)phenyl]pyrrol-2-yl]benzamide hydrochloride